C(C(O)C)(=O)OC(CCCCCCCCCCC)=O.[Zn] zinc lauroyl lactate